CC(C(CC(C)C#N)C#N)C#N 2,3,5-hexanetricarbonitrile